N-((2-(6-(5,6-dihydro-2H-pyran-3-yl)pyridin-2-yl)-1,6-naphthyridin-7-yl)methyl)-4-methyl-3-(methylsulfonyl)benzamide O1CC(=CCC1)C1=CC=CC(=N1)C1=NC2=CC(=NC=C2C=C1)CNC(C1=CC(=C(C=C1)C)S(=O)(=O)C)=O